(6-ethoxynaphthalen-2-yl)boronic acid C(C)OC=1C=C2C=CC(=CC2=CC1)B(O)O